ClC1=CC2=C(N(CN(C2=O)C2=C(NC(C=C2)=O)C)C2=C(C=C(C=C2)F)C)N=C1 6-chloro-1-(4-fluoro-2-methylphenyl)-3-(2-methyl-6-oxo-1,6-dihydropyridin-3-yl)-2,3-dihydropyrido[2,3-d]pyrimidin-4(1H)-one